CC(COC1CC(C1)CCC1=NC2=NC=CC=C2C=C1)=C 2-(2-((1R,3S)-3-((2-methylallyl)oxy)cyclobutyl)ethyl)-1,8-naphthyridine